4-{[(1R)-1-(2,3-difluorophenyl)ethyl]amino}-6-[6-(dimethylphosphoryl)pyridin-3-yl]-7-fluoro-2-methyl-1,5-naphthyridine-3-carbonitrile FC1=C(C=CC=C1F)[C@@H](C)NC1=C(C(=NC2=CC(=C(N=C12)C=1C=NC(=CC1)P(=O)(C)C)F)C)C#N